(3-{[2-(aminomethyl)-6-methoxy-1,3-benzothiazol-5-yl]oxy}propyl)diethylmethylazanium chloride [Cl-].NCC=1SC2=C(N1)C=C(C(=C2)OC)OCCC[N+](C)(CC)CC